(2S,5R)-N-(2-(4-chloro-2-methoxyphenyl)propan-2-yl)-5-(hydroxymethyl)morpholine-2-carboxamide ClC1=CC(=C(C=C1)C(C)(C)NC(=O)[C@@H]1CN[C@@H](CO1)CO)OC